((1S,4S,6R)-6-((5-Chloropyridin-2-yl)amino)-2-azabicyclo[2.2.1]hept-2-yl)(5-fluoro-2-(pyrimidin-2-yl)phenyl)methanone ClC=1C=CC(=NC1)N[C@@H]1C[C@@H]2CN([C@H]1C2)C(=O)C2=C(C=CC(=C2)F)C2=NC=CC=N2